NC1=C(SC2=NC(=CN=C21)C)C(=O)NC2CC=1C(=CC(=NC1CC2)N2CC(C(C2)NC)COC)F 7-amino-N-{4-fluoro-2-[3-(methoxymethyl)-4-(methylamino)pyrrolidin-1-yl]-5,6,7,8-tetrahydroquinolin-6-yl}-3-methylthieno[2,3-b]pyrazine-6-carboxamide